(2S,3S,4R,5R)-2-[(1R)-6-chloro-1,3-dihydroisobenzofuran-1-yl]-5-(4-methylpyrrolo[2,3-d]pyrimidin-7-yl)tetrahydrofuran-3,4-diol ClC1=CC=C2CO[C@H](C2=C1)[C@H]1O[C@H]([C@@H]([C@@H]1O)O)N1C=CC2=C1N=CN=C2C